3,5-difluoro-4-hydroxy-N-{[(1r,4r)-4-{3-[5-(trifluoromethyl)pyridin-2-yl]-1,2,4-oxadiazol-5-yl}cyclohexyl]methyl}benzamide FC=1C=C(C(=O)NCC2CCC(CC2)C2=NC(=NO2)C2=NC=C(C=C2)C(F)(F)F)C=C(C1O)F